COC(N(C1CCC1)C1=C(C(=CC=C1)F)Br)=O (2-bromo-3-fluorophenyl)(cyclobutyl)carbamic acid methyl ester